4-Ethyl-oct-3,5-dienenitrile C(C)C(=CCC#N)C=CCC